NC=1N=CC2=C(N1)N(C=C2)C=2C=CC(=C(C2)C#CC(C)(O)C=2SC=CN2)F 4-(5-(2-amino-7H-pyrrolo[2,3-d]pyrimidin-7-yl)-2-fluorophenyl)-2-(thiazol-2-yl)but-3-yn-2-ol